FC=1C=NN(C(C1)=O)[C@@H](C(=O)NC1=CC(=C(C=C1)C)S(NCCC1=NC=CC=C1)(=O)=O)C |r| (rac)-2-(4-fluoro-6-oxo-pyridazin-1-yl)-N-[4-methyl-3-[2-(2-pyridyl)-ethylsulfamoyl]phenyl]propanamide